OC(CCN1CC=C(C2=CC(=CC=C12)C=1C=NNC1)NC1COC1)(C)C N-(3-hydroxy-3-methylbutyl)-4-(oxetan-3-ylamino)-6-(1H-pyrazol-4-yl)quinoline